C(C1=CC=CC=C1)C(C(=O)O)CNC(=O)OC(C)(C)C 2-benzyl-3-[[(tert-butoxy)carbonyl]amino]propanoic acid